(R)-N-(3-((4-amino-1-((3S,4S)-3-fluoro-1-methylpiperidin-4-yl)-1H-pyrazolo[3,4-d]pyrimidin-3-yl)ethynyl)-4-methylphenyl)-3-phenylisoxazolidin-2-carboxamide NC1=C2C(=NC=N1)N(N=C2C#CC=2C=C(C=CC2C)NC(=O)N2OCC[C@@H]2C2=CC=CC=C2)[C@@H]2[C@H](CN(CC2)C)F